C(C1=CC=CC=C1)S(=O)(=O)OC1=C(C=CC(=C1)C)NC(=O)NC1=C(C=C(C=C1)C)OS(=O)(=O)CC1=CC=CC=C1 N,N'-di-[2-(benzylsulfonyloxy)-4-methyl-phenyl]urea